ClC=1C(=CC(=NC1)NC1=NOC=C1)C=1C=C2N(C[C@@H](N(C2=O)CC2=C(C=CC(=C2)F)CO)COC)C1 (R)-7-(5-chloro-2-(isoxazol-3-ylamino)pyridin-4-yl)-2-(5-fluoro-2-(hydroxymethyl)benzyl)-3-(methoxymethyl)-3,4-dihydropyrrolo[1,2-a]pyrazin-1(2H)-one